S(=O)(=O)(O)CCCN1CC=CC=C1 1-(3-sulfopropyl)pyridine